dihydroxy-5-(1-methylethyl)-3-phenyl-4-[(phenylamino)carbonyl]-1H-pyrrole-1-heptanoic acid-hemicalcium salt [Ca+2].OC(C(=O)[O-])CCCCCN1C(=C(C(=C1C(C)C)C(=O)NC1=CC=CC=C1)C1=CC=CC=C1)O.OC(C(=O)[O-])CCCCCN1C(=C(C(=C1C(C)C)C(=O)NC1=CC=CC=C1)C1=CC=CC=C1)O.OC(C(=O)[O-])CCCCCN1C(=C(C(=C1C(C)C)C(=O)NC1=CC=CC=C1)C1=CC=CC=C1)O.OC(C(=O)[O-])CCCCCN1C(=C(C(=C1C(C)C)C(=O)NC1=CC=CC=C1)C1=CC=CC=C1)O